4-[3-[5-Bromo-2-(8-chloro-4-oxochromen-2-yl)phenoxy]propyl]morpholin BrC=1C=CC(=C(OCCCN2CCOCC2)C1)C=1OC2=C(C=CC=C2C(C1)=O)Cl